N-(3-(5-chloro-2-methoxyphenyl)-1-(tetrahydro-2H-pyran-4-yl)-1H-pyrazol-4-yl)pyrazolo[1,5-a]pyrimidine-3-carboxamide ClC=1C=CC(=C(C1)C1=NN(C=C1NC(=O)C=1C=NN2C1N=CC=C2)C2CCOCC2)OC